tert-butyl N-[5-[[2-(4,5-dimethyl-2-phenyl-1-piperidyl)-2-oxo-acetyl]amino]-3-methyl-2-pyridyl]carbamate CC1CC(N(CC1C)C(C(=O)NC=1C=C(C(=NC1)NC(OC(C)(C)C)=O)C)=O)C1=CC=CC=C1